C(C)(C)O[Al](OC1=C(C=C(C=C1C(C)(C)C)C)C(C)(C)C)OC1=C(C=C(C=C1C(C)(C)C)C)C(C)(C)C isopropoxybis(2,6-di-tert-butyl-4-methylphenoxy)aluminum